N'-((E)-9-((1R,2S,3R,4R)-4-((S)-(4-chlorophenyl)(hydroxy)methyl)-2,3-dihydroxycyclopentyl)-3,9-dihydro-6H-purin-6-ylidene)acetohydrazide ClC1=CC=C(C=C1)[C@H]([C@@H]1[C@H]([C@H]([C@@H](C1)N1C=2NC=N\C(\C2N=C1)=N\NC(C)=O)O)O)O